3-(3,3-dimethyl-2,3-dihydrobenzofuran-6-yl)-5,5-dimethyl-1-((2-((tetrahydro-2H-pyran-4-yl)amino)pyridin-4-yl)methyl)imidazolidine-2,4-dione CC1(COC2=C1C=CC(=C2)N2C(N(C(C2=O)(C)C)CC2=CC(=NC=C2)NC2CCOCC2)=O)C